O[C@@H](COC1=CC=C(C=C1)[C@H]1NC(N(C1=O)[C@H](C(=O)NC1=C(C=C(C=C1)I)F)[C@@H](C)C1=CC=CC=C1)=O)CO (2S,3S)-2-[(4R)-4-[4-[(2R)-2,3-dihydroxypropoxy]phenyl]-2,5-dioxoimidazolidin-1-yl]-N-(2-fluoro-4-iodophenyl)-3-phenylbutanamide